ClC=1C=2C(N(C(C1C=O)=O)CC1=CC=C(C=C1)OC)=CN(N2)CC 7-chloro-2-ethyl-4-(4-methoxy-benzyl)-5-oxo-4,5-dihydro-2H-pyrazolo[4,3-b]pyridine-6-carbaldehyde